Cl.CC(C([2H])([2H])N)(C)C (2,2-Dimethylpropyl-1,1-d2)amine HCl